2-(1-piperazinyl)ethanol N1(CCNCC1)CCO